(1S,5R)-1,5-dimethyl-6,8-dioxabicyclo[3.2.1]octane C[C@]12CCC[C@](OC1)(O2)C